2-(1-methyl-2-(morpholine-4-carbonyl)-1H-pyrrolo[2,3-c]pyridin-5-yl)isonicotinic acid CN1C(=CC=2C1=CN=C(C2)C=2C=C(C(=O)O)C=CN2)C(=O)N2CCOCC2